6-Chloro-7-methoxy-2-methyl-3-(4'-(pentafluoro-lambda6-sulfanyl)-[1,1'-biphenyl]-4-yl)quinolin-4(1H)-one ClC=1C=C2C(C(=C(NC2=CC1OC)C)C1=CC=C(C=C1)C1=CC=C(C=C1)S(F)(F)(F)(F)F)=O